C(C1=CC=CC=C1)NC(OC(C)(C)C)=O Tert-butyl N-benzylcarbamate